perfluoro(2,2-dimethyl-1,3-dioxolane) FC1(OC(OC1(F)F)(C(F)(F)F)C(F)(F)F)F